3-(methoxymethyl)benzene-1-sulfonamide COCC=1C=C(C=CC1)S(=O)(=O)N